[N+](=O)([O-])CCC(O)C=1C=C2CCN(C2=CC1)S(=O)(=O)C1=CC=CC=C1 3-nitro-1-(1-(benzenesulfonyl)indolin-5-yl)propan-1-ol